tert-butyl (6-(1-chloro-3-cyanocyclobutyl)thiazolo[4,5-b]pyrazin-2-yl)carbamate ClC1(CC(C1)C#N)C=1N=C2C(=NC1)N=C(S2)NC(OC(C)(C)C)=O